3-(3-(1-methyl-1H-pyrazol-4-yl)-1H-pyrrolo[2,3-b]pyridin-5-yl)benzamide CN1N=CC(=C1)C1=CNC2=NC=C(C=C21)C=2C=C(C(=O)N)C=CC2